C(C1=CC=CC=C1)O[C@]1(C2=NN=C(C3=C(C=C(C(N(CCCCCC1)C1CCC1)=N3)C(F)(F)F)N)O2)C(F)(F)F |r| racemic-6-benzyloxy-13-cyclobutyl-6,15-bis(trifluoromethyl)-19-oxa-3,4,13,18-tetrazatricyclo[12.3.1.12,5]nonadeca-1(17),2,4,14(18),15-pentaen-17-amine